The molecule is an organic cation that is the conjugate acid of paroxetine, arising from protonation of the piperidine nitrogen. It is an organic cation and an ammonium ion derivative. It is a conjugate acid of a paroxetine. C1C[NH2+]C[C@H]([C@@H]1C2=CC=C(C=C2)F)COC3=CC4=C(C=C3)OCO4